CC1(OC2=CC=CC(=C2C(C1)NC(=O)[C@H]1[C@@H](C1)[C@@H](CCOC)N1C(NC(CC1=O)(C)C)=[NH2+])OC(F)(F)F)C [1-[(1R)-1-[(1R,2R)-2-[[2,2-dimethyl-5-(trifluoromethoxy)chroman-4-yl]carbamoyl]cyclopropyl]-3-methoxy-propyl]-4,4-dimethyl-6-oxo-hexahydropyrimidin-2-ylidene]ammonium